(2S)-oxetanylmethyl-isoindole-1,3-dione O1[C@H](CC1)CC1=C2C(NC(C2=CC=C1)=O)=O